CC1=C(OC(C(=O)OCC)(C)C)C(=CC(=C1)CN1N=CN(C1=O)C1=CC=C(C=C1)C)C Ethyl 2-(2,6-dimethyl-4-((5-oxo-4-(p-tolyl)-4,5-dihydro-1H-1,2,4-triazol-1-yl)methyl)phenoxy)-2-methylpropionate